(1R,5S,8R*)-N-[(3-chlorophenyl)methyl]-3-[5-(5-fluoro-2-methoxypyridin-4-yl)-1H-pyrazole-3-carbonyl]-3-azabicyclo[3.2.1]octane-8-carboxamide ClC=1C=C(C=CC1)CNC(=O)C1[C@@H]2CN(C[C@H]1CC2)C(=O)C2=NNC(=C2)C2=CC(=NC=C2F)OC